C(#N)C1=CC=C(C=C1)C=1C=C2C=C(C(N(C2=NC1)CCN1CCOCC1)=O)C(=O)NC(C)C1=CC=C(C=C1)F 6-(4-cyanophenyl)-N-(1-(4-fluorophenyl)ethyl)-1-(2-morpholinoethyl)-2-oxo-1,2-dihydro-1,8-naphthyridine-3-carboxamide